1-[2-(3,4-epoxycyclohexyl)ethyl]-1,1,3,3,5,5,5-heptamethyltrisiloxane C1(CC2C(CC1)O2)CC[Si](O[Si](O[Si](C)(C)C)(C)C)(C)C